C(#N)/C(/CC(=O)[O-])=N/O (E)-(cyano (oximino) ethyl formate)